ClC=1C(=C(C#N)C(=CC1)F)OC=1C=C2C(N(C=NC2=CC1)C)=O 3-chloro-6-fluoro-2-(3-methyl-4-oxo-quinazolin-6-yl)oxy-benzonitrile